N-[4-(9-acridinylamino)-3-methoxyphenyl]methanesulfonamide C1=CC=CC2=NC3=CC=CC=C3C(=C12)NC1=C(C=C(C=C1)NS(=O)(=O)C)OC